CC=1N(C2=C(N1)C=CC(=C2)C(F)(F)F)C(F)(F)F methyl-3,5-bis(trifluoromethyl)benzimidazole